NC1=NC=C(C=2C1=CNN2)NC(C(N2[C@H](CC[C@@H](C2)C)C2=CC(=NC=C2)OC2CC2)=O)=O |r| N-(4-Amino-2H-pyrazolo[4,3-c]pyridin-7-yl)-2-oxo-2-[rac-(2R,5S)-2-[2-(cyclopropoxy)-4-pyridyl]-5-methyl-1-piperidyl]acetamide